C(NC(C1=CN=CC=C1NC1=C2N(CC=3N(C2=CC=C1)N=C(N3)C(F)(F)F)C)=O)([2H])([2H])[2H] N-(methyl-d3)-4-((5-methyl-2-(trifluoromethyl)-4,5-dihydro-[1,2,4]triazolo[1,5-a]quinoxalin-6-yl)amino)nicotinamide